4-(difluoromethoxy)-2-(2-fluoropyridin-4-yl)-6-isopropylaniline FC(OC1=CC(=C(N)C(=C1)C(C)C)C1=CC(=NC=C1)F)F